COC1=CC=C(C=C1)C1=CN=C(S1)OCCN1CCOCC1 4-{2-{[5-(4-methoxyphenyl)thiazol-2-yl]oxy}ethyl}morpholine